BrC=1C=C(C=C2CCC(NC12)=O)C1=NNC(SC1C)=O 5-(8-bromo-2-oxo-1,2,3,4-tetrahydroquinolin-6-yl)-6-methyl-3,6-dihydro-2H-1,3,4-thiadiazin-2-one